N-Cetyl-N,N,N-trimethylammonium bromid [Br-].C(CCCCCCCCCCCCCCC)[N+](C)(C)C